ClC=1C=CC(=NC1C(F)(F)F)[C@@H](NC(=O)N1[C@@H](C(NCC1)=O)C)[C@@H]1C[C@@H](C1)C(F)(F)F |o1:11| (2R)-N-((S or R)-(5-chloro-6-(trifluoromethyl)pyridin-2-yl)(cis-3-(trifluoromethyl)-cyclobutyl)methyl)-2-methyl-3-oxopiperazine-1-carboxamide